N-((s)-(6-((R)-1-aminoethyl)-1H-benzo[d]imidazol-2-yl)(4,4-difluorocyclohexyl)methyl)-1-methyl-1H-pyrazole-5-carboxamide N[C@H](C)C=1C=CC2=C(NC(=N2)[C@@H](NC(=O)C2=CC=NN2C)C2CCC(CC2)(F)F)C1